hydroxy-7,8,9,10-tetrahydroazepino[2,1-b]quinazolin-12(6H)-one OC1=C2C(N3C(=NC2=CC=C1)CCCCC3)=O